3-chloroadamantan-1-amine hydrochloride Cl.ClC12CC3(CC(CC(C1)C3)C2)N